O1C(=CC=C1)CNC1=NN2C(S1)=NC=C2C=2C=C(C=CC2)NC(C)=O N-[3-[2-(2-furylmethyl-amino)imidazo[2,1-b][1,3,4]thiadiazol-5-yl]phenyl]acetamide